FC(C1=CC=C(CNC2CC3(CN(C3)C(=O)OC(C)(C)C)C2)C=C1)(F)F tert-butyl 6-(4-(trifluoromethyl)benzylamino)-2-azaspiro[3.3]heptane-2-carboxylate